2-(phenylmethyloxy)-4-bromo-1-nitrobenzene C1(=CC=CC=C1)COC1=C(C=CC(=C1)Br)[N+](=O)[O-]